C(C)(=O)N1[C@H]([C@@H]([C@H](C2=CC(=CC=C12)C(=O)OCC)NC1=CC=C(C=C1)C#N)C)C1CC1 (2S,3R,4R)-Ethyl 1-acetyl-4-((4-cyanophenyl)amino)-2-cyclopropyl-3-methyl-1,2,3,4-tetrahydroquinoline-6-carboxylate